1-butyl-3-Methylimidazolium chloride [Cl-].C(CCC)N1C=[N+](C=C1)C